(2RS)-2-[7-chloro-6-(6-piperazin-1-yl-3-pyridinyl)indazol-2-yl]-2-phenyl-N-thiazol-2-yl-acetamide ClC1=C(C=CC2=CN(N=C12)[C@@H](C(=O)NC=1SC=CN1)C1=CC=CC=C1)C=1C=NC(=CC1)N1CCNCC1 |r|